2-hydroxy-N,N-bis(2-hydroxyethyl)-N-methylethylammonium sulfate S(=O)(=O)([O-])[O-].OCC[N+](C)(CCO)CCO.OCC[N+](CCO)(CCO)C